(5-((2s,6r)-2,6-dimethyl-(N-morpholinyl))-1-methyl-6-oxo-1,6-dihydro-pyridazin-3-yl)boronic acid C[C@H]1CN(C[C@H](O1)C)C1=CC(=NN(C1=O)C)B(O)O